CS(=O)(=O)CC1=CN=C(O1)C=1C=C(C=CC1)C 5-((methylsulfonyl)methyl)-2-(m-tolyl)oxazole